FC=1C=C(C=CC1Cl)C=CC=O 3-(3-fluoro-4-chlorophenyl)prop-2-en-1-one